8-(2-{[(2R,7AS)-2-FLUORO-HEXAHYDRO-PYRROLIZIN-7A-YL]METHOXY}-4-[5-(HYDROXYMETHYL)-1,4-OXAZEPAN-4-YL]-8-METHYL-5-OXOPYRANO[4,3-D]PYRIMIDIN-7-YL)-6-HYDROXY-NAPHTHALENE-1-CARBONITRILE F[C@@H]1C[C@@]2(CCCN2C1)COC=1N=C(C2=C(N1)C(=C(OC2=O)C=2C=C(C=C1C=CC=C(C21)C#N)O)C)N2CCOCCC2CO